5-methoxy-2,N,N-trimethyl-tryptamine COC1=CC=C2NC(=C(CCN(C)C)C2=C1)C